7-((1H-Pyrrolo[2,3-b]pyridin-5-yl)methyl)-2-oxa-7-azaspiro[3.5]nonane N1C=CC=2C1=NC=C(C2)CN2CCC1(COC1)CC2